CC1=C(C(=CC=C1)C)N1CCC(CC1)N1C(N(C=2C(C1)=CN(N2)C)CC2=C(C=CC=C2)C(F)(F)F)=O 5-[1-(2,6-dimethyl-phenyl)-piperidin-4-yl]-2-methyl-7-(2-trifluoromethyl-benzyl)-2,4,5,7-tetrahydro-pyrazolo[3,4-d]pyrimidin-6-one